FC(C(CC(=O)C1=CC=C(C=C1)C)=O)(F)F 4,4,4-trifluoro-1-(4-methylphenyl)butane-1,3-dione